(5R)-2-[(2-fluorophenyl)amino]-5-(1-methylethyl)-1,3-thiazol-4(5H)-one FC1=C(C=CC=C1)NC=1S[C@@H](C(N1)=O)C(C)C